1,2,3-Trifluoropropylene FC=C(CF)F